4-[(dimethylamino)methyl]-N-(4-fluorobenzyl)-N-(4-isobutoxybenzyl)pyridin-2-amine CN(C)CC1=CC(=NC=C1)N(CC1=CC=C(C=C1)OCC(C)C)CC1=CC=C(C=C1)F